N1(C=NC=C1)C1N=CC2=C(N1C1CC(C1)OC)C=CN2 2-(1H-Imidazol-1-yl)-N-((1r,3r)-3-methoxycyclobutyl)-5H-pyrrolo[3,2-d]pyrimidine